4-{[6-(5-chloro-2-fluorophenyl)-3-methylpyridazin-4-yl]amino}-N-[2-(4-methylpiperazin-1-yl)ethyl]-1H-pyrrolo[2,3-b]pyridine-2-carboxamide ClC=1C=CC(=C(C1)C1=CC(=C(N=N1)C)NC1=C2C(=NC=C1)NC(=C2)C(=O)NCCN2CCN(CC2)C)F